OC1=C(C=C(C=C1)C(C(F)(F)F)(C(F)(F)F)C1=CC(=C(C=C1)O)C)C 2,2-bis(4-hydroxy-3-methylphenyl)hexafluoropropane